N-((3S,4S)-3-((8-(benzylamino)-6-(2,6-dichloro-3,5-dimethoxyphenyl)pyrido[3,4-d]pyrimidin-2-yl)amino)tetra-hydro-2H-pyran-4-yl)acrylamide C(C1=CC=CC=C1)NC1=NC(=CC2=C1N=C(N=C2)N[C@@H]2COCC[C@@H]2NC(C=C)=O)C2=C(C(=CC(=C2Cl)OC)OC)Cl